3-(4-Chlorophenyl)-N-(5-methyl-1-(pyridin-4-yl)-1H-pyrazol-4-yl)propenamide ClC1=CC=C(C=C1)C=CC(=O)NC=1C=NN(C1C)C1=CC=NC=C1